CC1=C(C=2SCC[C@@H]3N(C2N=C1)CCNC3)C (S)-3,4-dimethyl-6,7,7a,8,10,11-hexahydro-9H-pyrazino[1,2-d]pyrido[3,2-b][1,4]thiazepin